The molecule is the dianion resulting from the removal of two protons from the diphosphate group of N-acetyl-beta-D-mannosaminyl-(1->4)-N-acetyl-D-glucosaminyl undecaprenyl diphosphate. It is a conjugate base of a N-acetyl-beta-D-mannosaminyl-(1->4)-N-acetyl-D-glucosaminyl undecaprenyl diphosphate. CC(=CCC/C(=C/CC/C(=C/CC/C(=C\\CC/C(=C\\CC/C(=C\\CC/C(=C\\CC/C(=C\\CC/C(=C\\CC/C(=C\\CC/C(=C\\COP(=O)([O-])OP(=O)([O-])OC1[C@@H]([C@H]([C@@H]([C@H](O1)CO)O[C@H]2[C@H]([C@H]([C@@H]([C@H](O2)CO)O)O)NC(=O)C)O)NC(=O)C)/C)/C)/C)/C)/C)/C)/C)/C)/C)/C)C